FC1=C(C=CC=C1)C(C(CBr)C)=O 2'-fluoro-3-bromo-2-methylpropionophenone